3-carboxyl-butyraldehyde C(=O)(O)C(CC=O)C